Methyl-4-(2-ethoxy-2-oxo-N-(1-phenyl-1,2,3,4-tetrahydroquinolin-7-yl)acetamido)-5-nitrothiophene-2-carboxylate COC(=O)C=1SC(=C(C1)N(C(C(=O)OCC)=O)C1=CC=C2CCCN(C2=C1)C1=CC=CC=C1)[N+](=O)[O-]